((1r,2r)-6,7-difluoro-2-hydroxy-4,4-dimethyl-1,2,3,4-tetrahydronaphthalen-1-yl)-3-(4-methyl-2-phenylpyridin-3-yl)urea FC=1C=C2C(C[C@H]([C@@H](C2=CC1F)NC(=O)NC=1C(=NC=CC1C)C1=CC=CC=C1)O)(C)C